BrC(C)C=1C=C(C=C2C(C=C(OC12)N1CCOCC1)=O)C(=O)N(C)C 8-(1-bromoethyl)-N,N-dimethyl-2-morpholino-4-oxo-4H-chromene-6-carboxamide